C(C)C(C(=O)O)CCC 2-ETHYLPENTANOIC ACID